ClC1=C(C=CC=C1)C1=C(C=NO1)C(=O)NC1=NC=CC(=N1)N 5-(2-chlorophenyl)-N-(4-aminopyrimidinyl)isoxazole-4-carboxamide